FC=1C(=NC(=NC1)N1CCC(CC1)C(=O)NC1(CN2CCC1CC2)C)C2=CC=C(C=C2)COC 1-(5-fluoro-4-(4-(methoxymethyl)phenyl)pyrimidin-2-yl)-N-(3-methylquinuclidin-3-yl)piperidine-4-carboxamide